3-(2-oxo-6-(pyridin-2-yl)benzo[cd]indol-1(2H)-yl)piperidine-2,6-dione O=C1N(C2=CC=C(C=3C2=C1C=CC3)C3=NC=CC=C3)C3C(NC(CC3)=O)=O